2-(2,3-dihydroxypropoxy)pyridine 1-oxide OC(COC1=[N+](C=CC=C1)[O-])CO